3-(3-(4-(4-(6-((6-acetyl-8-cyclopentyl-5-methyl-7-oxo-7,8-dihydropyrido[2,3-d]-pyrimidin-2-yl)amino)pyridin-3-yl)piperazin-1-yl)piperidin-1-yl)phenyl)piperidine-2,6-dione C(C)(=O)C1=C(C2=C(N=C(N=C2)NC2=CC=C(C=N2)N2CCN(CC2)C2CCN(CC2)C=2C=C(C=CC2)C2C(NC(CC2)=O)=O)N(C1=O)C1CCCC1)C